C(C)O[Si](O)(OCC)OCC triethoxyhydroxysilane